butylbismuthanone C(CCC)[Bi]=O